acryloyl-3-methylpiperidin C(C=C)(=O)N1CC(CCC1)C